[1-[5-[4-amino-2-(tert-butylsulfamoyl)phenyl]thiazol-2-yl]-4-piperidyl] N-benzylcarbamate C(C1=CC=CC=C1)NC(OC1CCN(CC1)C=1SC(=CN1)C1=C(C=C(C=C1)N)S(NC(C)(C)C)(=O)=O)=O